C(C)(C)C1=NC=CC(=C1NC(C(C(C=1C(=NC(=C(C1)Cl)Cl)Cl)=O)[N+](=O)[O-])=O)SC N-(2-isopropyl-4-(methylthio)pyridin-3-yl)-2-nitro-3-oxo-3-(2,5,6-trichloroPyridin-3-yl)propionamide